1-methylethyl 5-oxoprolinate O=C1CC[C@H](N1)C(=O)OC(C)C